lithium 2-methyl-2-propenoate CC(C(=O)[O-])=C.[Li+]